N-(2-(4,4-difluoro-3-vinylpiperidin-1-yl)-6-methoxypyrimidin-4-yl)-1,1-diphenylmethanimine FC1(C(CN(CC1)C1=NC(=CC(=N1)N=C(C1=CC=CC=C1)C1=CC=CC=C1)OC)C=C)F